4-[3-(2,4-dimethoxy-3-methyl-phenyl)-propyl]benzene-1,3-diol COC1=C(C=CC(=C1C)OC)CCCC1=C(C=C(C=C1)O)O